C(C)(=O)[O-].C(CCCCC)[N+]1(CCCCC1)CCCC 1-Hexyl-1-butylpiperidinium acetat